5-chloro-4-(6-(2-(dimethylamino)ethoxy)pyridin-3-yl)-2-fluoroaniline ClC=1C(=CC(=C(N)C1)F)C=1C=NC(=CC1)OCCN(C)C